1,4-bis[4-(6-acryloyloxy-hexyloxy)benzoyl-oxy]-2-methylbenzene C(C=C)(=O)OCCCCCCOC1=CC=C(C(=O)OC2=C(C=C(C=C2)OC(C2=CC=C(C=C2)OCCCCCCOC(C=C)=O)=O)C)C=C1